2-(4-bromo-2,5-dimethoxyphenyl)-N-[(2-methoxyphenyl)methyl]ethanamine BrC1=CC(=C(C=C1OC)CCNCC1=C(C=CC=C1)OC)OC